C(C)OC(=O)N1CCN(CCC1)C1CCC2(C(NC3=CC(=CC=C23)C#N)=O)CC1 4-(6'-cyano-2'-oxo-1',2'-dihydrospiro[cyclohexane-1,3'-indol]-4-yl)-1,4-diazepan-1-carboxylic acid ethyl ester